pent-2-ynoic acid C(C#CCC)(=O)O